ClC1=C(CBr)C=CC=C1 2-chlorobenzyl bromide